CC=1C=2N(C=CC1)N=C(C2)[C@H]2N(CCC1=C2N=CN1)C(=O)C1=CC=NN1C1=NC=CC=C1 (S)-(4-(4-methylpyrazolo[1,5-a]pyridin-2-yl)-6,7-dihydro-1H-imidazo[4,5-c]pyridin-5(4H)-yl)(1-(pyridin-2-yl)-1H-pyrazol-5-yl)methanone